NC1=CC(=NN1C(C(F)(F)F)C([2H])([2H])[2H])C1=CC=C(C=C1)Br 5-amino-3-(4-bromophenyl)-1-(1,1,1-trifluoroprop-2-yl-3,3,3-d3)-1H-pyrazole